(S)-2-(5-(3-((2-Chloro-5-((1-(trifluoromethyl)-1H-pyrazol-4-yl)ethynyl)pyridin-4-yl)amino)butoxy)-1,3-dimethyl-1H-pyrazol-4-yl)pyrimidin-4-amine ClC1=NC=C(C(=C1)N[C@H](CCOC1=C(C(=NN1C)C)C1=NC=CC(=N1)N)C)C#CC=1C=NN(C1)C(F)(F)F